1-hydroxy-3-methyl-3H-2,1-benzoxaborole OB1OC(C2=C1C=CC=C2)C